FC1=C(C[C@H](N)C(=O)O)C=CC(=C1F)O 2,3-difluoro-L-tyrosine